COC1=CC=C(C=C1)C(OC[C@]1(O[C@H](CN(C1)C(C)C)N1C2=NC=NC(=C2N=C1)NC(C1=CC=CC=C1)=O)COP(N(C(C)C)C(C)C)OCCC#N)(C1=CC=CC=C1)C1=CC=C(C=C1)OC N-[9-[(2R,6S)-6-[[bis(4-methoxyphenyl)-phenyl-methoxy]methyl]-6-[[2-cyanoethoxy-(diisopropylamino)phosphanyl]oxymethyl]-4-isopropyl-morpholin-2-yl]purin-6-yl]benzamide